(R)-4-(6-fluorobenzo[d]isoxazol-3-yl)-N-(8-methylisoquinolin-1-yl)-N-(piperidin-3-yl)-3,6-dihydropyridine-1(2H)-carboxamide FC1=CC2=C(C(=NO2)C=2CCN(CC2)C(=O)N([C@H]2CNCCC2)C2=NC=CC3=CC=CC(=C23)C)C=C1